[(R)-(4-bromophenyl)-cyclopropylmethyl]carbamate BrC1=CC=C(C=C1)[C@@H](C1CC1)NC([O-])=O